3-(2-hydroxy-4,5-methylenedioxyphenyl)-7-hydroxycoumarin OC1=C(C=C2C(=C1)OCO2)C=2C(OC1=CC(=CC=C1C2)O)=O